1-[(2S)-3-[bis(4-methoxyphenyl)-phenyl-methoxy]-2-hydroxy-propyl]-5-methyl-pyrimidine-2,4-dione COC1=CC=C(C=C1)C(OC[C@H](CN1C(NC(C(=C1)C)=O)=O)O)(C1=CC=CC=C1)C1=CC=C(C=C1)OC